7-(6-chloro-1H-indazol-7-yl)-6-fluoro-1-(2-isopropyl-6-(methylsulfonyl)phenyl)pyridino[2,3-d]pyrimidin-2(1H)-one ClC1=CC=C2C=NNC2=C1C=1C(=CC2=C(N(C(N=C2)=O)C2=C(C=CC=C2S(=O)(=O)C)C(C)C)N1)F